NC=1C(=CC(=NC1)N1N=CC=N1)NC1CC(COC1)NC(OC(C)(C)C)=O tert-butyl (5-((5-amino-2-(2H-1,2,3-triazol-2-yl)pyridin-4-yl)amino)tetrahydro-2H-pyran-3-yl)carbamate